tert-Butyl 7-hydroxy-7-methyl-2-azaspiro[3.5]nonane-2-carboxylate OC1(CCC2(CN(C2)C(=O)OC(C)(C)C)CC1)C